C(#N)C[C@@H](C1=CC=C(C=C1)S(=O)(=O)CC)NC(C1=CC=C(C=C1)N1[C@@H](C[C@@H](C1)N(CC1CCC(CC1)C(F)(F)F)CC(C)C)COC(F)F)=O N-((S)-2-cyano-1-(4-(ethylsulfonyl)phenyl)ethyl)-4-((2S,4S)-2-((difluoromethoxy)methyl)-4-(isobutyl(((1r,4S)-4-(trifluoromethyl)cyclohexyl)methyl)amino)pyrrolidin-1-yl)benzamide